2-aminoethyl (2-((tert-butoxycarbonyl)amino)ethyl) phosphate P(=O)(OCCN)(OCCNC(=O)OC(C)(C)C)[O-]